2-oxo-N-(propan-2-yl)acetamide O=CC(=O)NC(C)C